7-methoxy-5-methyl-2-((4-chlorobenzyl)thio)-4H-benzo[d][1,3]oxazin-4-one COC=1C=C(C2=C(N=C(OC2=O)SCC2=CC=C(C=C2)Cl)C1)C